CN(C1CCC(CC1)NC=1N=CC2=C(N1)C(C(N(C2)C2=CC(=C(C=C2)NS(=O)(=O)CC2=CC=C(C=C2)F)F)=O)(C)C)C N-(4-(2-(((1r,4r)-4-(dimethylamino)cyclohexyl)amino)-8,8-dimethyl-7-oxo-7,8-dihydropyrido[4,3-d]pyrimidin-6(5H)-yl)-2-fluorophenyl)-1-(4-fluorophenyl)methanesulfonamide